2-(3-Cyano-phenyl)-5-trifluoromethyl-2H-pyrazole-3-carboxylic acid {3-[(cyclopropylmethyl-amino)-(4-propoxy-phenyl)-methyl]phenyl}-amide C1(CC1)CNC(C=1C=C(C=CC1)NC(=O)C=1N(N=C(C1)C(F)(F)F)C1=CC(=CC=C1)C#N)C1=CC=C(C=C1)OCCC